4-bromo-6-(1H-pyrazol-4-yl)pyrazolo[1,5-a]pyridine-3-carbonitrile BrC=1C=2N(C=C(C1)C=1C=NNC1)N=CC2C#N